[Cl-].C(=O)(P(C1=CC=CC=C1)(C1=CC=CC=C1)C1=CC=CC=C1)P(C1=CC=CC=C1)(C1=CC=CC=C1)C1=CC=CC=C1.[Ir+3].[Cl-].[Cl-] iridium carbonylbis(triphenylphosphine) chloride